S1C=2N(C(=C1)C#C[Si](C)(C)C)C=NC2 2-imidazo[5,1-b]thiazol-3-ylethynyl(trimethyl)silane